C(C(=C)C)(=O)O.C(C(=C)C)(=O)O.C(C(=C)C)(=O)O.C(C(=C)C)(=O)O.C(O)C(CC)(CO)CO.C(O)C(CC)(CO)CO di(trimethylolpropane) tetramethacrylate